Biphenyl-4-yl-(9,9-dimethyl-9H-fluoren-1-yl)-amin C1(=CC=C(C=C1)NC1=CC=CC=2C3=CC=CC=C3C(C12)(C)C)C1=CC=CC=C1